N*2*-(2,4-Dimethoxy-phenyl)-5-(2-isopropyl-4,5-dimethoxy-benzyl)-pyrimidine-2,4-diamine COC1=C(C=CC(=C1)OC)NC1=NC=C(C(=N1)N)CC1=C(C=C(C(=C1)OC)OC)C(C)C